4-methyl-2-oxo-3-[4-(4,4,5,5-tetramethyl-1,3,2-dioxaborolan-2-yl)phenyl]benzimidazol CC1=CC=CC=2NC(N(C21)C2=CC=C(C=C2)B2OC(C(O2)(C)C)(C)C)=O